C(C1=CC=CC=C1)N(CC1(CC1)OC)CC1=CC=CC=C1 N,N-dibenzyl-1-(1-methoxycyclopropyl)methanamine